C(C)(C)(C)OC(C1=C(C=C(C(=C1)F)N1N=C(N(C1=O)C)[C@@H](C)N)F)=O 4-{3-[(1R)-1-aminoethyl]-4-methyl-5-oxo-4,5-dihydro-1H-1,2,4-triazol-1-yl}-2,5-difluorobenzoic acid tert-butyl ester